1-(methylsulfonyl)-4-(thiophene-2-yl)-1H-1,2,3-triazole CS(=O)(=O)N1N=NC(=C1)C=1SC=CC1